N1CC(OCC1)OCC(=O)N 2-morpholine-2-Oxyacetamide